(2,4,6-trichlorophenyl)sulfonamide ClC1=C(C(=CC(=C1)Cl)Cl)S(=O)(=O)N